C(C(Cl)(Cl)Cl)(O)O The molecule is an organochlorine compound that is the hydrate of trichloroacetaldehyde. It has a role as a sedative, a general anaesthetic, a mouse metabolite and a xenobiotic. It is an organochlorine compound, an aldehyde hydrate and an ethanediol.